3,4-dihydroxybenzeneethanol OC=1C=C(C=CC1O)CCO